(E)-4-(2-(5,6-dihydro-2H-pyran-3-yl)-3-(2-methoxyethyl)-5-(2-(1-(m-tolyl)ethylidene)hydrazinyl)-3H-imidazo[4,5-b]pyridin-7-yl)morpholine O1CC(=CCC1)C1=NC=2C(=NC(=CC2N2CCOCC2)N/N=C(\C)/C=2C=C(C=CC2)C)N1CCOC